(R)-6-((4-(acetoxymethyl)-1-(4-(phenylthio)-3-((4-aminosulfonyl-2-((trifluoromethyl)sulfonyl)phenyl)amino)butyl)piperidin-4-yl)amino)-6-oxohexanoic acid methyl ester COC(CCCCC(=O)NC1(CCN(CC1)CC[C@H](CSC1=CC=CC=C1)NC1=C(C=C(C=C1)S(=O)(=O)N)S(=O)(=O)C(F)(F)F)COC(C)=O)=O